3-(4-methoxyphenyl)-5-phenylisoxazole COC1=CC=C(C=C1)C1=NOC(=C1)C1=CC=CC=C1